C1=CC=C(C=C1)C[C@@H](CO)N L-(-)-phenylalaninol